C1(=CC=CC=C1)C1=NC(=C2N1C1=CC=C(C=C1C=C2)C)C#N 1-phenyl-7-methylimidazo[1,5-a]quinoline-3-carbonitrile